5-bromo-6-methoxyimidazo[1,2-a]pyridine BrC1=C(C=CC=2N1C=CN2)OC